cis-Ethyl-7-methyl-8-((3,4,5-trifluorophenyl)carbamoyl)-3a,4,10,10a-tetrahydro-1H,7H-dipyrrolo[3,4-b:3',4'-f][1,4,5]oxathiazocin-2(3H)-carboxylat-5,5-dioxid C(C)C1N(CC2NS(C=3C(OCC21)=C(N(C3)C)C(NC3=CC(=C(C(=C3)F)F)F)=O)(=O)=O)C(=O)[O-]